vinyl-10-undecenoic acid C(=C)C(C(=O)O)CCCCCCCC=C